(S)-4-(5-(5-fluoro-2-methoxypyridin-4-yl)-1H-pyrazole-3-carbonyl)-N-((S)-1-(6-methylpyridazin-4-yl)pyrrolidin-3-yl)-4-azaspiro[2.5]octane-7-carboxamide FC=1C(=CC(=NC1)OC)C1=CC(=NN1)C(=O)N1C2(CC2)C[C@H](CC1)C(=O)N[C@@H]1CN(CC1)C1=CN=NC(=C1)C